C1(=CC=CC=C1)SC1=CC=C(C=C1)C(CCC)=NO 1-(4-phenylmercaptophenyl)-butan-1-one oxime